BrC=1C=C(C=C(C1)F)N(C1=NC(=NC2=CC(=CC=C12)C(F)(F)F)NN)C N-(3-bromo-5-fluorophenyl)-2-hydrazinyl-N-methyl-7-(trifluoromethyl)quinazolin-4-amine